2-((2R,4S)-2-(1-cyclobutyl-1H-pyrazol-4-yl)tetrahydro-2H-pyran-4-yl)-4-(2,4-difluorophenyl)-6,7-dimethylpteridine C1(CCC1)N1N=CC(=C1)[C@@H]1OCC[C@@H](C1)C1=NC2=NC(=C(N=C2C(=N1)C1=C(C=C(C=C1)F)F)C)C